7-(1-(adamantan-1-ylmethyl)-5-methyl-1H-pyrazol-4-yl)-3-((2-(benzo[d]thiazol-2-ylcarbamoyl)-4-(4-methylpiperazin-1-yl)phenyl)amino)-N-methylimidazo[1,2-a]pyridine-8-carboxamide C12(CC3CC(CC(C1)C3)C2)CN2N=CC(=C2C)C2=C(C=3N(C=C2)C(=CN3)NC3=C(C=C(C=C3)N3CCN(CC3)C)C(NC=3SC2=C(N3)C=CC=C2)=O)C(=O)NC